C(C)OCOC1=C(C=CC(=C1)C#C)C1=C(N=NC=C1C(F)(F)F)N (2-(ethoxymethoxy)-4-ethynylphenyl)-5-trifluoromethyl-pyridazin-3-amine